ClC=1C(=C(CNC(CN(C(CN2N=C(C3=CC=CC=C23)C(=O)N)=O)[C@@H]2CC[C@H](CC2)O)=O)C=CC1)F 1-(2-((2-((3-chloro-2-fluorobenzyl)amino)-2-oxoethyl)((trans)-4-hydroxycyclohexyl)amino)-2-oxoethyl)-1H-indazole-3-carboxamide